(3-(piperazin-1-yl)pyrazin-2-yl)(4-(trifluoromethyl)phenyl)methanone N1(CCNCC1)C=1C(=NC=CN1)C(=O)C1=CC=C(C=C1)C(F)(F)F